Ethyl 2-[5-(2-amino-4-pyridyl)-4-(4-fluorophenyl)imidazol-1-yl]acetate NC1=NC=CC(=C1)C1=C(N=CN1CC(=O)OCC)C1=CC=C(C=C1)F